N[C@@H]1CC[C@H](CC1)OC=1C=CC2=C(CC(C=3C(=NC=NC23)N)(C)C)C1N1CCCCC1 8-(trans-4-aminocyclohexoxy)-5,5-dimethyl-7-(1-piperidyl)-6H-benzo[h]quinazolin-4-amine